F[C@H]1C[C@H](N2N=C(N=C21)C(=O)N[C@@H]2C(N(C=1N(CC2)N=CC1)C)=O)C1=CC=CC=C1 |&1:1,3| rac-(5S,7S)-7-fluoro-5-phenyl-N-[(6S)-4-methyl-5-oxo-7,8-dihydro-6H-pyrazolo[1,5-a][1,3]diazepin-6-yl]-6,7-dihydro-5H-pyrrolo[1,2-b][1,2,4]triazole-2-carboxamide